4'-acetyl-2'-methoxyacetoacetanilide C(C)(=O)C1=CC(=C(NC(CC(=O)C)=O)C=C1)OC